C1=CC=CC2=NC3=CC=CC=C3C(=C12)CCCC=1C2=CC=CC=C2N=C2C=CC=CC12 1,3-bis(9-acridinyl)-propane